FC1=C(NC2=CC=CC=C12)C=1C=C(C=CC1N1C[C@H](CC1)O)S(=O)(=O)N(C)C (S)-3-(3-fluoro-1H-indol-2-yl)-4-(3-hydroxypyrrolidin-1-yl)-N,N-dimethylbenzenesulfonamide